N-(5-(4-fluorobenzo[d][1,3]dioxol-5-yl)-1-(3-hydroxybutyl)-1H-pyrazolo[3,4-b]pyridin-3-yl)pivalamide FC1=C(C=CC=2OCOC21)C=2C=C1C(=NC2)N(N=C1NC(C(C)(C)C)=O)CCC(C)O